2-(ethylsulfonyl)-7-(4-fluorophenyl)-3-(5-(2,2,3,3,3-pentafluoropropoxy)pyrazin-2-yl)pyrazolo[1,5-a]pyrimidine C(C)S(=O)(=O)C1=NN2C(N=CC=C2C2=CC=C(C=C2)F)=C1C1=NC=C(N=C1)OCC(C(F)(F)F)(F)F